ClC1=C(C=CC(=C1)Cl)CN1C(CCC1=O)CC(=O)NCC 2-[1-[(2,4-dichlorophenyl)methyl]-5-oxopyrrolidin-2-yl]-N-ethylacetamide